(1R,2R)-2-(1H-benzo[d]imidazol-2-yl)-N-((S)-1-oxo-1-((4-propylphenyl)amino)propan-2-yl)cyclopropane-1-carboxamide N1C(=NC2=C1C=CC=C2)[C@H]2[C@@H](C2)C(=O)N[C@H](C(NC2=CC=C(C=C2)CCC)=O)C